2-(6-azidohexyl)-N-[(1S)-1-(dicyclopropylmethyl)-2-[4-[3,5-dimethyl-1-(2-trimethylsilylethoxymethyl)pyrazol-4-yl]anilino]-2-oxo-ethyl]pyrazole-3-carboxamide N(=[N+]=[N-])CCCCCCN1N=CC=C1C(=O)N[C@H](C(=O)NC1=CC=C(C=C1)C=1C(=NN(C1C)COCC[Si](C)(C)C)C)C(C1CC1)C1CC1